C(CCCCCCC)C1=C(C=CC=C1)NC1=C(C=CC=C1)CCCCCCCC di(octylphenyl)amine